N-(1-(1-(4-fluorophenyl)-6-methyl-1H-indazol-5-yl)-4-methylpiperidin-4-yl)-1-methyl-1H-pyrazole-4-sulfonamide FC1=CC=C(C=C1)N1N=CC2=CC(=C(C=C12)C)N1CCC(CC1)(C)NS(=O)(=O)C=1C=NN(C1)C